N-(2-Amino-3-fluoro-4-((4-(trifluoromethyl)benzyl)amino)phenyl)isobutyramid NC1=C(C=CC(=C1F)NCC1=CC=C(C=C1)C(F)(F)F)NC(C(C)C)=O